FNC1=C(C=CC=C1)N1CCC(CC1)CN1CC2OC(C1)C2 fluoro-2-[4-(6-oxa-3-azabicyclo[3.1.1]hept-3-ylmethyl)piperidin-1-yl]phenylamine